FC(CN[C@H]1CN(CC1)C(=O)OC(C)(C)C)F tert-butyl (3R)-3-(2,2-difluoroethylamino)pyrrolidine-1-carboxylate